COC1=CC=C(OC2=CC=C(C=C2)NC(N(C)C)=O)C=C1 3-[4-(4-methoxyphenoxy)phenyl]-1,1-dimethylurea